OC1=C2CN(C(C2=CC=C1)=O)C1C(NC(CC1)=O)=O 3-(4-hydroxy-1-oxo-1,3-dihydroisoindol-2-yl)piperidine-2,6-dione